[Si](C)(C)(C(C)(C)C)OCCOC1=C(C=CC=C1)C=1C(=CC(=C(C1)NS(=O)(=O)C1=CC(=CN(C1=O)C)C(=O)OC)F)F methyl 5-[[5-[2-[2-[tert-butyl(dimethyl)silyl]oxyethoxy]phenyl]-2,4-difluoro-phenyl]sulfamoyl]-1-methyl-6-oxo-pyridine-3-carboxylate